C[C@@H](CCCC)[SiH2]C1=CC=CC=C1 (S)-(1-methyl-n-pentyl)phenylsilane